8-(benzyloxy)-2,3,4,5-tetrahydro-1H-benzofuro[3,2-c]azepine C(C1=CC=CC=C1)OC1=CC2=C(C=C1)C=1CNCCCC1O2